CN(C(=O)N1CC(C1)OC1=CC=CC=C1)[C@H]1CN(CC1)C(=O)OC(C)(C)C tert-butyl (R)-3-(N-methyl-3-phenoxyazetidine-1-carboxamido)pyrrolidine-1-carboxylate